ClC=1C=C(C(=C2C=CNC12)CN1N=C2N=C(C=CC2=C1)C#N)OC 2-((7-chloro-5-methoxy-1H-indol-4-yl)methyl)-2H-pyrazolo[3,4-b]-pyridine-6-carbonitrile